1-(benzofuran-4-yl)-N-(5-chloro-6-(2H-1,2,3-triazol-2-yl)pyridin-3-yl)-5-(trifluoromethyl)-1H-pyrazole-4-carboxamide O1C=CC2=C1C=CC=C2N2N=CC(=C2C(F)(F)F)C(=O)NC=2C=NC(=C(C2)Cl)N2N=CC=N2